N(C)CC(=O)OCCCCCCCCCCCC Lauryl Sarcosinate